N-(1-(2-fluoroethyl)piperidin-4-yl)-4-methoxy-5-(quinoxalin-6-yl)pyrrolo[2,1-f][1,2,4]triazin-2-amine FCCN1CCC(CC1)NC1=NN2C(C(=N1)OC)=C(C=C2)C=2C=C1N=CC=NC1=CC2